(2-chloro-3-nitrophenyl)(3,5-dichloropyrazin-2-yl)methanone ClC1=C(C=CC=C1[N+](=O)[O-])C(=O)C1=NC=C(N=C1Cl)Cl